CC(CN)CC(CCN)(C)C 2,4,4-Trimethylhexa-methylendiamin